4-bromo-3,5-Dimethylphenol BrC1=C(C=C(C=C1C)O)C